C(C)C1=CC=2C(C3=CC=CC=C3SC2C(=C1)CC)=O 2,4-Diethyl-9H-thioxanthen-9-one